C(C1=CC=CC=C1)C1CCCC2=C(C=CC=C12)N benzyl-(2R,5S)-5-aminotetralin